1,4-Bis((2-aminoethyl)amino)-5,8-dihydroxy-9,10-anthraquinone NCCNC1=CC=C(C=2C(C3=C(C=CC(=C3C(C12)=O)O)O)=O)NCCN